2-(4-chloro-1-isopropyl-1H-pyrazol-5-yl)-4-(4-(5-methyl-3-(trifluoromethyl)-1H-pyrazol-1-yl)benzyl)-6,7-dihydropyrazolo[1,5-a]pyrimidin-5(4H)-one ClC=1C=NN(C1C1=NN2C(N(C(CC2)=O)CC2=CC=C(C=C2)N2N=C(C=C2C)C(F)(F)F)=C1)C(C)C